[Co]=O.[In] indium-cobalt oxide